FC(S(=O)(=O)OC1=C(C=CC=C1OC)C(F)F)(F)F 2-(difluoromethyl)-6-methoxyphenyl trifluoromethanesulfonate